C1(=CC=CC=C1)C1(C2=CC=CC=C2C=2C=CC=CC12)N[C@@H](CC(=O)[O-])C(=O)OC 1-methyl (9-phenyl-9H-fluoren-9-yl)-L-aspartate